ClC=1C=C2N=CC(=NC2=CC1)OC1=CC=C(C=C1)O 4-(6-chloro-2-quinoxalinyloxy)phenol